C[C@@H]1N(CCC1)C1=NC=C(C=N1)C=1N=C(SC1)N (S)-4-(2-(2-methylpyrrolidin-1-yl)pyrimidin-5-yl)thiazol-2-amine